N-(2-fluoro-3-methyl-4-(trifluoromethyl)phenyl)acetamide ethyl-3-(4-chlorophenyl)-3-hydroxycyclobutanecarboxylate C(C)OC(=O)C1CC(C1)(O)C1=CC=C(C=C1)Cl.FC1=C(C=CC(=C1C)C(F)(F)F)NC(C)=O